N[C@H](C(=O)N[C@@H](CCC(=O)N[C@H](C(=O)N[C@H](C(=O)OCC=C)CCC(C=[N+]=[N-])=O)CCC(C=[N+]=[N-])=O)C(=O)OCC)CC(C)C Allyl (S)-2-((S)-2-((S)-4-((S)-2-amino-4-methylpentanamido)-5-ethoxy-5-oxopentanamido)-6-diazo-5-oxohexanamido)-6-diazo-5-oxohexanoate